ClC1=CC=C(C=C1)N1N=C2C(=N1)C=CC(=C2)NC=2SC=C(N2)C(C)C N-[2-(4-chlorophenyl)benzotriazol-5-yl]-4-isopropyl-thiazol-2-amine